(2-fluorobenzyl)(methyl)((5-(5-(trifluoromethyl)-1,2,4-oxadiazol-3-yl)pyrimidin-2-yl)imino)-λ6-sulfanone FC1=C(CS(=O)(=NC2=NC=C(C=N2)C2=NOC(=N2)C(F)(F)F)C)C=CC=C1